Cl.NCCCCCNC(=O)C1=C(C=C(C=C1)NC(=O)C=1N(C(=CN1)C=1C(=NNC1)C(F)(F)F)C)C N-(4-((5-aminopentyl)carbamoyl)-3-methylphenyl)-1-methyl-5-(3-(trifluoromethyl)-1H-pyrazol-4-yl)-1H-imidazole-2-carboxamide hydrochloride